FC=1C=C(C=CC1OC1=NC=CC(=N1)C)C=1C(=NC(=NC1)NC=1C=NN(C1)C)C=1CCN(CC1)C(C=C)=O 1-(4-(5-(3-Fluoro-4-((4-methylpyrimidin-2-yl)oxy)phenyl)-2-((1-methyl-1H-pyrazol-4-yl)amino)pyrimidin-4-yl)-3,6-dihydropyridin-1(2H)-yl)prop-2-en-1-one